(E)-4-(1-(3-fluoro-4-(trifluoromethyl)phenyl)cyclobutoxy)-4-oxobut-2-enoic acid FC=1C=C(C=CC1C(F)(F)F)C1(CCC1)OC(/C=C/C(=O)O)=O